P(=O)(OC[C@H]1O[C@H]([C@@H]([C@@H]1O)O)[N+]1=CC(=CC=C1)C(N)=O)([O-])[O-].[Mg+2].C(N)(=O)C=1C=[N+](C=CC1)[C@H]1[C@@H]([C@@H]([C@H](O1)COP(=O)([O-])[O-])O)O Magnesium ((2R,3S,4R,5R)-5-(3-carbamoylpyridin-1-ium-1-yl)-3,4-dihydroxytetrahydrofuran-2-yl)methyl phosphate